C(C(C)C)C1=CC(=NN1C1=C(C=C(C=C1C)C)C)NS(=O)(=O)C1=CC=CC=C1 N-[5-isobutyl-1-(2,4,6-trimethylphenyl)pyrazol-3-yl]benzenesulfonamide